COC1CC(C1)NC1=NC(=NN2C1=C(C(=C2)C=2C=NC=CC2C)C2=CC=CC=C2)C=2N(C=CN2)C N-((1r,3r)-3-Methoxycyclobutyl)-2-(1-methyl-1H-imidazol-2-yl)-6-(4-methylpyridin-3-yl)-5-phenylpyrrolo[2,1-f][1,2,4]triazin-4-amine